N1=CC=C2C=CC=3C(=C12)C=C1C(N3)=NC=N1 imidazopyridoindole